5-chloro-3,3''-dimethyl-2,2':5',2''-terthiophene ClC1=CC(=C(S1)C=1SC(=CC1)C=1SC=CC1C)C